C(C)(C)(C)C(CCC)OC(N[C@H]1[C@@H](CCC1)C1=CC=C(C=C1)Br)=O trans-(2-(4-bromophenyl)cyclopentyl)carbamic acid tert-butylButyl ester